(R)-4-((R)-10-Acryloyl-2-fluoro-14-oxo-8,8a,9,10,11,12-hexahydro-7H,14H-pyrazino[1',2':5,6][1,5]diazocino[3,2,1-hi]indazol-3-yl)-2-amino-7-fluorobenzo[b]thiophene-3-carbonitrile C(C=C)(=O)N1C[C@@H]2N(C(C=3C=C(C(=C4C=NN(C34)CC2)C2=CC=C(C=3SC(=C(C32)C#N)N)F)F)=O)CC1